calcium isononanoate C(CCCCCC(C)C)(=O)[O-].[Ca+2].C(CCCCCC(C)C)(=O)[O-]